1-(4-(1-HYDROXY-3-METHYLCYCLOBUTYL)PYRIDIN-2-YL)-N-(6-METHOXY-1-METHYL-1H-INDAZOL-7-YL)-1H-PYRAZOLE-4-SULFONAMIDE OC1(CC(C1)C)C1=CC(=NC=C1)N1N=CC(=C1)S(=O)(=O)NC=1C(=CC=C2C=NN(C12)C)OC